C(C)(C)(C)OC(=O)N1C2=C(OCC1)C=C(C=C2)N 7-amino-2,3-dihydro-4H-benzo[b][1,4]Oxazine-4-carboxylic acid tert-butyl ester